C(C1=CC=CC=C1)OC1=CC=C(C=C1)C=1N=C(C2=C(N1)NC=C2)NC2CCNCC2 (4-(benzyloxy)phenyl)-N-(piperidin-4-yl)-7H-pyrrolo[2,3-d]pyrimidin-4-amine